3-(4-(5'-(4-chlorophenyl)-3'-isopropyl-1H,3'H-[2,4'-biimidazole]-4-carboxamido)phenyl)propanoic acid ClC1=CC=C(C=C1)C1=C(N(C=N1)C(C)C)C=1NC=C(N1)C(=O)NC1=CC=C(C=C1)CCC(=O)O